COC1=NC=CC(=C1)NC(C1=CN=C(C=C1)C(F)(F)F)=O N-(2-methoxypyridin-4-yl)-6-(trifluoromethyl)nicotinamide